(3S)-2-benzyl-1,1-dioxo-5-propyl-1,2,5-thiadiazolidine-3-carboxylic acid C(C1=CC=CC=C1)N1S(N(C[C@H]1C(=O)O)CCC)(=O)=O